ethylaminodithioformic acid C(C)NC(=S)S